OCC1CC(C1)N1C=NC2=CC=CC(=C2C1=O)C 3-(3-(hydroxymethyl)cyclobutyl)-5-methylquinazolin-4(3H)-one